O1C(OCC1)CO (1,3-Dioxolane-2-yl)methanol